O1CCN(CC1)CCN 2-morpholino-ethylamine